2,3,4,7,8,9,10,11,12,13,14,15,16,17-tetradecahydro-1H-cyclopenta[a]phenanthren-3-yl (4-nitrophenyl) carbonate C(OC1CCC2C3CCC4CCCC4C3CC=C2C1)(OC1=CC=C(C=C1)[N+](=O)[O-])=O